C1(CCCC1)CCOC=1C(N2C3=C(C(=C(C(=C3C1)F)N1S(N=CC1=O)(=O)=O)OCOC)CC2)=O (5-(2-cyclopentylethoxy)-7-fluoro-9-(methoxymethoxy)-4-oxo-1,2-dihydro-4H-pyrrolo[3,2,1-ij]quinolin-8-yl)-1,2,5-thiadiazolin-3-one 1,1-dioxide